2-(3-(4-((1H-Pyrazol-4-yl)amino)-5-isobutoxy-6-methylquinazolin-2-yl)-phenoxy)-N-(tert-butyl)acetamide bistrifluoroacetic acid salt FC(C(=O)O)(F)F.FC(C(=O)O)(F)F.N1N=CC(=C1)NC1=NC(=NC2=CC=C(C(=C12)OCC(C)C)C)C=1C=C(OCC(=O)NC(C)(C)C)C=CC1